Ethyl (4aS,5aR)-5,5-difluoro-5a-methyl-1-((2-(trimethylsilyl)ethoxy)methyl)-1,4,4a,5,5a,6-hexahydrocyclopropa[f]indazole-3-carboxylate FC1([C@H]2CC=3C(=NN(C3C[C@]21C)COCC[Si](C)(C)C)C(=O)OCC)F